NC=1SC2=C(N1)C(=CC=C2F)C2=NC=C1C(=C3C(=NC1=C2F)O[C@@H](CC3)C3(CC3)CN3CCOCC3)N3CCOC[C@@H](C3)NC(C=C)=O N-((R)-4-((S)-8-(2-amino-7-fluorobenzo[d]thiazol-4-yl)-9-fluoro-2-(1-(morpholinomethyl)cyclopropyl)-3,4-dihydro-2H-pyrano[2,3-b][1,6]naphthyridin-5-yl)-1,4-oxazepan-6-yl)acrylamide